[N+](=O)([O-])[O-].[Li+].[Li+].[N+](=O)([O-])[O-] lithium-lithium nitrate